7-chloro-1-methyl-4-[N-methyl-3-(6-pyrrolidin-1-yl-3-pyridyl)anilino]quinazolin-2-one ClC1=CC=C2C(=NC(N(C2=C1)C)=O)N(C1=CC(=CC=C1)C=1C=NC(=CC1)N1CCCC1)C